C(#N)C1=C(C=C(C=C1)N(C(=O)C1=CC=2N(C=C1)N=CC2C=2C=NC(=CC2)NC(NCC)=O)C)C N-(4-cyano-3-methyl-phenyl)-3-[6-(ethylcarbamoylamino)-3-pyridyl]-N-methyl-pyrazolo[1,5-a]pyridine-5-carboxamide